FC1=C(C(=O)C2=CC=C(N2C)C(CC=2C=NC=CC2)=O)C=CC=C1 1-(5-(2-fluorobenzoyl)-1-methyl-1H-pyrrol-2-yl)-2-(pyridin-3-yl)ethan-1-one